C1(CCCC1)CN1C(N(C(C(=C1)C(=O)O)=O)C1=CC=C(C=C1)F)=O 1-(cyclopentylmethyl)-3-(4-fluorophenyl)-2,4-dioxo-1,2,3,4-tetrahydropyrimidin-5-carboxylic acid